linoleyl nervonate C(CCCCCCCCCCCCC\C=C/CCCCCCCC)(=O)OCCCCCCCC\C=C/C\C=C/CCCCC